OC=1C(=C(C=CC1)/C=C/C(=O)O)C(\C=C\C1=CC=CC=C1)=O (E)-3-[3-Hydroxy-2-[(E)-3-phenylprop-2-enoyl]phenyl]prop-2-enoic acid